N-(6-Methoxy-2-((1r,4r)-4-((2-(piperidin-4-yl)ethoxy)methyl)cyclohexyl)-2H-indazole-5-yl)-6-(trifluoromethyl)picolinamide COC=1C(=CC2=CN(N=C2C1)C1CCC(CC1)COCCC1CCNCC1)NC(C1=NC(=CC=C1)C(F)(F)F)=O